C(CCCCCCCCCCCN)N dodecane-1,12-diamin